2-((5-bromo-2-(4-chlorophenylmethyl)-1-(4-chlorophenyl)-3-oxoisoindolin-1-yl)oxy)acetic acid methyl ester COC(COC1(N(C(C2=CC(=CC=C12)Br)=O)CC1=CC=C(C=C1)Cl)C1=CC=C(C=C1)Cl)=O